3-(1-(5-chloro-2-fluorophenyl)ethyl)-5,6,7,8-tetrahydropyrido[4',3':4,5]thieno[2,3-d]pyrimidin-4(3H)-one ClC=1C=CC(=C(C1)C(C)N1C=NC2=C(C1=O)C1=C(S2)CNCC1)F